tert-Butyl 5-bromo-2-oxo-indoline-1-carboxylate BrC=1C=C2CC(N(C2=CC1)C(=O)OC(C)(C)C)=O